C1(=CC(=CC=C1)CCCC(C(=O)OCC)(C)C)CCCC(C(=O)OCC)(C)C diethyl 5,5'-(1,3-phenylene)bis(2,2-dimethylpentanoate)